methyl 5-chloro-1-(4-methoxybenzyl)-1H-1,2,3-triazole-4-carboxylate ClC1=C(N=NN1CC1=CC=C(C=C1)OC)C(=O)OC